FC(OC1=CC=C(C=C1)C(C)O)(F)F 1-(4-(Trifluoromethoxy)phenyl)ethanol